5-(4-((1-(2-(4-(4-chloro-1-(4-hydroxyphenyl)-2-phenylbut-1-en-1-yl)phenoxy)ethyl)piperidin-4-yl)methyl)-2,6-dimethylpiperazin-1-yl)-2-(2,6-dioxopiperidin-3-yl)isoindoline-1,3-dione ClCCC(=C(C1=CC=C(C=C1)O)C1=CC=C(OCCN2CCC(CC2)CN2CC(N(C(C2)C)C=2C=C3C(N(C(C3=CC2)=O)C2C(NC(CC2)=O)=O)=O)C)C=C1)C1=CC=CC=C1